C(=O)O.C(#N)C(C)N1N=C(C(=C1)C1=CN=C2N1C=CN=C2NC2=CC(=C(C(=O)NCCOCCN1CCOCC1)C=C2)CC)C(F)(F)F 4-((3-(1-(1-cyanoethyl)-3-(trifluoromethyl)-1H-pyrazol-4-yl)imidazo[1,2-a]pyrazin-8-yl)amino)-2-ethyl-N-(2-(2-morpholinoethoxy)ethyl)benzamide formate